O[C@@H]1[C@H](O)[C@@H](O)[C@H](O)[C@H](O1)CO alpha-(D)-glucose